4-chloro-7-fluoro-1-(4-methoxybenzyl)-1H-pyrazolo[4,3-c]pyridine ClC1=NC=C(C2=C1C=NN2CC2=CC=C(C=C2)OC)F